[4-[[(4-fluoro-2-methoxy-benzoyl)amino]methyl]phenyl]boronic acid FC1=CC(=C(C(=O)NCC2=CC=C(C=C2)B(O)O)C=C1)OC